C(C)OP(=O)(OCC)CS(=O)(=O)C1=CC=C(OCC(=O)O)C=C1 2-(4-((diethoxyphosphoryl)methanesulfonyl)phenoxy)acetic acid